hydroxymethyl-iminodiacetic acid OCC(C(=O)O)NCC(=O)O